propylene glycol dicyanoacetate C(#N)C(C(=O)O)C#N.C(C(C)O)O